ClC=1C(=CC2=C(OCO2)C1)/C=C/C(=O)OC Methyl (E)-3-(6-chlorobenzo[d][1,3]dioxol-5-yl)acrylate